FC(CN1N=CC(=C1)C1=CC=NC2=C(C=CC=C12)NC(C1=CC=C(C=C1)N1N=C(N=C1)C(F)(F)F)=O)(F)F N-(4-(1-(2,2,2-trifluoroethyl)-1H-pyrazol-4-yl)quinolin-8-yl)-4-(3-(trifluoromethyl)-1H-1,2,4-triazol-1-yl)benzamide